OC(C(=O)OC)OC hydroxydimethoxyethanone